isopropyl (S)-6-diazo-2-((S)-2-(methylsulfonyl) butanamido)-5-oxohexanoate [N+](=[N-])=CC(CC[C@@H](C(=O)OC(C)C)NC([C@H](CC)S(=O)(=O)C)=O)=O